3-(4-(2-(3-hydroxyphenyl)-6-(benzenesulfonyl)imidazo[4,5-d]pyrrolo[2,3-b]pyridine-1(6H)-yl)-1H-pyrazol-1-yl)propionitrile OC=1C=C(C=CC1)C1=NC=2C(=C3C(=NC2)N(C=C3)S(=O)(=O)C3=CC=CC=C3)N1C=1C=NN(C1)CCC#N